FCC1NC(CN(C1)C1=NC=NC=C1)COC 4-(5-(fluoromethyl)-3-(methoxymethyl)piperazin-1-yl)pyrimidine